6-(3-Chlorophenyl)-4-cyclopropyl-N-[(2,4-dimethoxyphenyl)methyl]phthalazin-1-amine ClC=1C=C(C=CC1)C=1C=C2C(=NN=C(C2=CC1)NCC1=C(C=C(C=C1)OC)OC)C1CC1